4-(2-fluoropyridin-4-yl)tetrahydro-2H-pyran-4-ol FC1=NC=CC(=C1)C1(CCOCC1)O